N,N'-(Naphthalene-1,4-diyl)bis(benzo[d][1,3]dioxole-5-sulfonamide) C1(=CC=C(C2=CC=CC=C12)NS(=O)(=O)C1=CC2=C(OCO2)C=C1)NS(=O)(=O)C1=CC2=C(OCO2)C=C1